C(C)(C)(C)OC(=O)N1C[C@H]([C@H](CC1)NC1=NN2C(C=CC(=C2N2CCCCC2)C=2C=NN(C2)C(C)OCC)=N1)C (3R,4S)-4-((6-(1-(1-ethoxyethyl)-1H-pyrazol-4-yl)-5-(piperidin-1-yl)-[1,2,4]triazolo[1,5-a]pyridin-2-yl)amino)-3-methylpiperidine-1-carboxylic acid tert-butyl ester